(1S,5S)-6-(4-ethoxyphenyl)-9,9-dimethyl-3,6-diazabicyclo[3.2.2]nonan-2-one C(C)OC1=CC=C(C=C1)N1[C@@H]2CNC([C@H](C1)CC2(C)C)=O